tert-butyl (2S,5S)-2-methyl-3,7-dioxo-1,4-diazepane-5-carboxylate C[C@@H]1NC(C[C@H](NC1=O)C(=O)OC(C)(C)C)=O